CC1([C@@H](N2C([C@H]([C@H]2S1)NC(CC1=CC=CC=C1)=O)=O)C(=O)O)C (2S,5R,6R)-3,3-dimethyl-6-(2-phenylacetylamino)-7-oxo-4-thia-1-azabicyclo[3.2.0]Heptane-2-carboxylic acid